NC1=NC=CC=C1C1=NC=2C(=NC(=CC2)N2N=CC=C2)N1C=1C=C2CC[C@@H](C2=CC1)NC1C2CN(C(CC1)C2)C(C=C)=O 1-(2-(((S)-5-(2-(2-aminopyridin-3-yl)-5-(1H-pyrazol-1-yl)-3H-imidazo[4,5-b]pyridin-3-yl)-2,3-dihydro-1H-inden-1-yl)amino)-6-azabicyclo[3.2.1]octan-6-yl)prop-2-en-1-one